ClC1=NC=C2C=C(N=C(C2=C1)NCCO)C1=C(C(=CC=C1)OC)Cl 2-((7-chloro-3-(2-chloro-3-methoxyphenyl)-2,6-naphthyridin-1-yl)amino)ethan-1-ol